N-[3-chloro-4-[4-(2,6-diazaspiro[3.3]heptane-2-carbonyl)piperidine-1-carbonyl]phenyl]-5-[4-(cyanomethoxy)-2,3-difluoro-phenyl]-1-methyl-imidazole-2-carboxamide ClC=1C=C(C=CC1C(=O)N1CCC(CC1)C(=O)N1CC2(C1)CNC2)NC(=O)C=2N(C(=CN2)C2=C(C(=C(C=C2)OCC#N)F)F)C